N-((R)-1-(3-(1-ethyl-1H-pyrazol-3-yl)-5-(1-methyl-1H-pyrazol-4-yl)phenyl)ethyl)-5-(((2S,4S)-4-fluoro-1-methylpyrrolidin-2-yl)methoxy)-2-methylbenzamide C(C)N1N=C(C=C1)C=1C=C(C=C(C1)C=1C=NN(C1)C)[C@@H](C)NC(C1=C(C=CC(=C1)OC[C@H]1N(C[C@H](C1)F)C)C)=O